(S)-3-hydroxy-4-(2,4,5-trifluorophenyl)butyronitrile O[C@H](CC#N)CC1=C(C=C(C(=C1)F)F)F